NC=1C(=NC(=CN1)C1=C(C=CC(=C1)C=1C=NN(C1)CC(C)(C)O)F)C(=O)N[C@@H]1CNC[C@H](C1)F 3-amino-6-(2-fluoro-5-(1-(2-hydroxy-2-methylpropyl)-1H-pyrazol-4-yl)phenyl)-N-((3S,5S)-5-fluoropiperidin-3-yl)pyrazine-2-carboxamide